2-(4-(4-(1-(pentan-3-yl)-1H-pyrazol-4-yl)pyrazolo[1,5-a]pyrazin-6-yl)-1H-pyrazol-1-yl)ethanol CCC(CC)N1N=CC(=C1)C=1C=2N(C=C(N1)C=1C=NN(C1)CCO)N=CC2